(R)-4-(2-(1H-indol-4-yl)-6-(pyridin-3-yl)pyrido[3,4-d]pyrimidin-4-yl)-3-methylmorpholine N1C=CC2=C(C=CC=C12)C=1N=C(C2=C(N1)C=NC(=C2)C=2C=NC=CC2)N2[C@@H](COCC2)C